rhodium (I) bis(cyclooctadiene) chloride [Cl-].C1=CC=CCCCC1.C1=CC=CCCCC1.[Rh+]